7-(2-methoxyphenyl)-1-(2-morpholinoethyl)-3,4-dihydro-quinolin-2(1H)-one COC1=C(C=CC=C1)C1=CC=C2CCC(N(C2=C1)CCN1CCOCC1)=O